N-(cyclopentyl(methyl)(oxo)-λ6-sulfaneylidene)-4-(5-(trifluoromethyl)-1,2,4-oxadiazol-3-yl)benzamide C1(CCCC1)S(=NC(C1=CC=C(C=C1)C1=NOC(=N1)C(F)(F)F)=O)(=O)C